N1N=CN=C1[C@@H]1CN(CC1)C(=O)N1CC2(C1)CC(C2)CC2=CC(=CC=C2)S(=O)(=O)C(F)(F)F [(3S)-3-(1H-1,2,4-Triazol-5-yl)pyrrolidin-1-yl]-[6-[[3-(trifluoromethylsulfonyl)phenyl]methyl]-2-azaspiro[3.3]heptan-2-yl]methanone